tert-butyl N-[5-[4-[(3R,4S)-3-cyano-3-cyclopropyl-4-methyl-2-oxopyrrolidin-1-yl]pyrazolo[1,5-a]pyrazin-6-yl]pyridin-2-yl]-N-methylcarbamate C(#N)[C@@]1(C(N(C[C@H]1C)C=1C=2N(C=C(N1)C=1C=CC(=NC1)N(C(OC(C)(C)C)=O)C)N=CC2)=O)C2CC2